CN(CCCN(C[C@@H](C)O)CC(C)O)C r-[[3-(dimethylamino)propyl]imino]bispropan-2-ol